1-(4-cyclobutyl-3-(3,3-difluoro-cyclobutyl)-1-methyl-1H-pyrazol-5-yl)-3-((1s,3s)-3-(tri-fluoromethyl)cyclobutyl)urea C1(CCC1)C=1C(=NN(C1NC(=O)NC1CC(C1)C(F)(F)F)C)C1CC(C1)(F)F